tert-butyl N-[1-(5-bromo-4-methylpyrimidin-2-yl)-3-cyano-3-methylcyclobutyl]carbamate BrC=1C(=NC(=NC1)C1(CC(C1)(C)C#N)NC(OC(C)(C)C)=O)C